IC1=NC2=CC(=CC=C2C=C1)C(=O)OCC1=CC=CC=C1 Benzyl 2-iodoquinoline-7-carboxylate